[N].N1C(C=CC2=CC=CC=C12)=O quinolone nitrogen